ClC1=CC=C(C=C1)C1=C(C=CC=C1)CN1C2CN(CC1C2)CC=2C=C1CN(C(C1=CC2)=O)C2C(NC(CC2)=O)=O 3-(5-((6-((4'-chloro-[1,1'-biphenyl]-2-yl)methyl)-3,6-diazabicyclo[3.1.1]heptane-3-yl)methyl)-1-oxoisoindolin-2-yl)piperidine-2,6-dione